CS(=O)(=O)C1=CC=C(N)C=C1 4-methylsulfonylaniline